CN1C=NC2=C1C=NC=C2C2=C(N=C(C(=N2)C(=O)N)NC2=CC=C(C=C2)CN2CCOCC2)NC 6-(3-methyl-3H-imidazo[4,5-c]pyridin-7-yl)-5-(methylamino)-3-((4-(morpholinomethyl)phenyl)amino)pyrazine-2-carboxamide